(S)-4-(3-chloro-4-(9-(2-cyanobenzyl)-6-(1-methylcyclopropoxy)-9H-purin-8-yl)phenoxy)-2-methylbutanoic acid ClC=1C=C(OCC[C@@H](C(=O)O)C)C=CC1C=1N(C2=NC=NC(=C2N1)OC1(CC1)C)CC1=C(C=CC=C1)C#N